1-((1s,8aS)-1,4,4,6-tetramethyl-2,3,3a,4,5,8-hexahydro-1H-5,8a-methanoazulenyl)ethanone C[C@@]1(CCC2C(C3C(=CC[C@@]12C3)C)(C)C)C(C)=O